morpholine-3,5-dione N1C(COCC1=O)=O